FC(C=1C(=C(C=CC1)[C@@H](C)NC1=CN=NC2=CC=C(C=C12)C=1CCN(CC1)C)F)F (R)-N-(1-(3-(difluoromethyl)-2-fluorophenyl)ethyl)-6-(1-methyl-1,2,3,6-tetrahydropyridin-4-yl)Cinnolin-4-amine